tert-butyl 3-({[7-(3-amino-1H-pyrazol-5-yl)-2,3-dihydrofuro[3,2-b]pyridin-6-yl] oxy} methyl)-3-methylazetidine-1-carboxylate NC1=NNC(=C1)C1=C2C(=NC=C1OCC1(CN(C1)C(=O)OC(C)(C)C)C)CCO2